COC(=O)C1=CC2=C(N=CN2)C=C1 methyl-benzo[d]imidazole-5-carboxylate